OC1CC(CCC1N)CC1CC(C(CC1)N)O bis(3-hydroxy-4-aminocyclohexyl)methane